diethyl-(2-sulfopropyl)ammonium hydroxide [OH-].C(C)[NH+](CC(C)S(=O)(=O)O)CC